O=C1N(CCC(N1)=O)C1=CN=C2N1C=CC(=C2)C2N(CCCC2)C(=O)O [3-(2,4-Dioxohexahydropyrimidin-1-yl)imidazo[1,2-a]Pyridin-7-yl]Piperidine-1-carboxylic acid